ClC1=CC=C(C=C1)CCOC1=CC2=C(CCN(CC2)CC2=NC3=C(N2CC2OCC2)C=C(C=C3)C(=O)O)C=C1 ((7-(4-chlorophenylethoxy)-1,2,4,5-tetrahydro-3H-benzo[d]azepin-3-yl)methyl)-1-((oxetan-2-yl)methyl)-1H-benzo[d]imidazole-6-carboxylic acid